5-((2-(3-((3-Chlorobenzyl)oxy)phenyl)pyrimidin-5-yl)methoxy)-2-(3-(3-(2-oxopyrrolidin-1-yl)propyl)ureido)benzoic acid ClC=1C=C(COC=2C=C(C=CC2)C2=NC=C(C=N2)COC=2C=CC(=C(C(=O)O)C2)NC(=O)NCCCN2C(CCC2)=O)C=CC1